[Si](C)(C)(C(C)(C)C)OCC1=NC=[N+](C(=C1)C(=O)N1C(CN(CC1)C(C(=O)NC1=NC=C(N=C1)OC1=C(C=C(C=C1)F)F)C)(C)C)[O-] 4-(((tert-butyldimethylsilyl)oxy)methyl)-6-(4-(1-((5-(2,4-difluorophenoxy)pyrazin-2-yl)amino)-1-oxopropan-2-yl)-2,2-dimethylpiperazine-1-carbonyl)pyrimidine 1-oxide